N[C@@H]1CN(CC[C@@H]1F)C1=NC2=C(N1CC(=O)N1CCC1)C=CC(=C2)C#N 2-((3R,4S)-3-amino-4-fluoro-1-piperidinyl)-1-(2-(1-azetidinyl)-2-oxoethyl)-1H-benzoimidazole-5-carbonitrile